CN(C)CC1=CC=C(C(=O)NC2=CC(=CC=C2)[C@H](C)NC=2C=NC=3C(N2)=NN(C3)CC)C=C1 (S)-4-((dimethylamino)methyl)-N-(3-(1-((2-ethyl-2H-pyrazolo[3,4-b]pyrazin-6-yl)amino)ethyl)phenyl)benzamide